(E)-2-(5-cyclopropyl-3-(2-ethoxyvinyl)-6-oxopyridazin-1(6H)-yl)-4-methylpentanoic acid methyl ester COC(C(CC(C)C)N1N=C(C=C(C1=O)C1CC1)\C=C\OCC)=O